4-iodo-5-methoxy-2-(4-Methoxybenzyl)pyridazin-3(2H)-one IC=1C(N(N=CC1OC)CC1=CC=C(C=C1)OC)=O